(R)-1-cyclobutyl-6-fluoro-4-oxo-7-(2-((pyridin-2-yloxy)methyl)pyrrolidin-1-yl)-1,4-dihydroquinoline-3-carboxylic acid C1(CCC1)N1C=C(C(C2=CC(=C(C=C12)N1[C@H](CCC1)COC1=NC=CC=C1)F)=O)C(=O)O